4-(2-methylpropyl)-2,3-dihydro-1H-imidazol-2-one CC(CC=1NC(NC1)=O)C